2-(2-(2,2-difluorocyclopropyl)-3-fluorophenyl)-1,3-dioxolane FC1(C(C1)C1=C(C=CC=C1F)C1OCCO1)F